[N+](=O)([O-])C=1C=CC2=C(N=CN2)C1 6-nitro-benzo[d]imidazole